N1(N=CC=C1)C1=CC=C(C=C1)C1=CC(=NN1)NC1=CC2=C(NC(N2)=S)C=C1 5-((5-(4-(1H-pyrazol-1-yl)phenyl)-1H-pyrazol-3-yl)amino)-1,3-dihydro-2H-benzo[d]imidazole-2-thione